O.[Co+2].C(C(=O)O)(=O)O oxalic acid Cobalt (II) hydrate